Cl.COC1=C(C=NC=C1)C(=O)N 4-methoxypyridine-3-carboxamide hydrochloride